N1=NC(=CC=C1)C=1C=C(C=CC1)C(C)N 1-(3-(pyridazin-3-yl)phenyl)ethane-1-amine